[C@@H]12N(C[C@@H](NC1)C2)C=2C=C(C=CC2)C=2N=NN(C2)CC2=CC=C(C=C2)C=2OC(=NN2)C(F)F 2-(4-((4-(3-((1s,4s)-2,5-diazabicyclo[2.2.1]heptan-2-yl)phenyl)-1H-1,2,3-triazol-1-yl)methyl)phenyl)-5-(difluoromethyl)-1,3,4-oxadiazole